(6S,E)-methyl 7-(1-(2-(bicyclo[2.2.2]octan-2-ylamino)-2-oxoethyl)-2-oxo-1,2-dihydropyridin-3-ylamino)-6-(3-methylbenzofuran-2-carboxamido)-7-oxohept-2-enoate C12C(CC(CC1)CC2)NC(CN2C(C(=CC=C2)NC([C@H](CC/C=C/C(=O)OC)NC(=O)C=2OC1=C(C2C)C=CC=C1)=O)=O)=O